(S)-l-1-(4-chlorothiophen-2-yl)-8-((3S,5R)-3,5-dimethylpiperazin-1-yl)-3-(pyridin-2-yloxy)-10-(trifluoromethyl)-3,4-dihydro-2H,6H-[1,4]thiazepino[2,3,4-ij]quinazolin-6-one ClC=1C=C(SC1)S1C[C@H](CN2C(N=C(C3=CC(=CC1=C23)C(F)(F)F)N2C[C@@H](N[C@@H](C2)C)C)=O)OC2=NC=CC=C2